C(C=C)S(=O)(=O)NC1=C(C=C(C=C1)C1=C2C(=NC=C1)NC=C2)F 4-(4-(allylsulfonamido)-3-fluorophenyl)-1H-pyrrolo[2,3-b]pyridin